O(C1=C(C=CC=C1)N=C=O)C1=C(C=CC=C1)N=C=O 2,2'-ketodiphenyl diisocyanate